3-(3',5'-di-tert.Butyl-4-hydroxytolyl)-propionate C(C)(C)(C)C=1C(=C(C=C(C1O)C(C)(C)C)C)CCC(=O)[O-]